2-[2-hydroxy-ethoxy]-ethyl oxo-phenylacetate O=C(C(=O)OCCOCCO)C1=CC=CC=C1